N-(5-(2-(2,2-dimethylpyrrolidin-1-yl)acetamido)-2-methylpyridin-3-yl)-2-(6-fluoropyridin-2-yl)pyrazolo[5,1-b]thiazole-7-carboxamide CC1(N(CCC1)CC(=O)NC=1C=C(C(=NC1)C)NC(=O)C=1C=NN2C1SC(=C2)C2=NC(=CC=C2)F)C